N-((S)-1-(4-(ethylsulfonyl)phenyl)-3-hydroxypropyl)benzamide C(C)S(=O)(=O)C1=CC=C(C=C1)[C@H](CCO)NC(C1=CC=CC=C1)=O